C(C)(C)(C)OC(=O)N1CC(CC1)C=1C2=C(N=C(N1)N1CCOCC1)N(CC2)C2=CC=CC=C2 3-(2-morpholino-7-phenyl-6,7-dihydro-5H-pyrrolo[2,3-d]pyrimidin-4-yl)pyrrolidine-1-carboxylic acid tert-butyl ester